(2R)-N1-(4-(tert-butyl)phenyl)-N1-(2-((4,4-difluorocyclohexyl)amino)-1-(5-fluoropyridin-3-yl)-2-oxoethyl)pyrrolidine-1,2-dicarboxamide C(C)(C)(C)C1=CC=C(C=C1)N(C(=O)N1[C@H](CCC1)C(=O)N)C(C(=O)NC1CCC(CC1)(F)F)C=1C=NC=C(C1)F